O=CCOCCOCCOC1CCN(CC1)C(=O)OC(C)(C)C t-butyl 4-(2-(2-(2-oxoethoxy)ethoxy)ethoxy)piperidine-1-carboxylate